(1-methylpiperidin-4-yl)methanamine CN1CCC(CC1)CN